[(1S,2S,3S)-4-(3-chloro-5-fluoro-phenoxy)-2,3-difluoro-7-(trifluoromethylsulfanyl)indan-1-yl] acetate C(C)(=O)O[C@@H]1[C@@H]([C@H](C2=C(C=CC(=C12)SC(F)(F)F)OC1=CC(=CC(=C1)F)Cl)F)F